CC1(OC(C2=CC=C(C=C12)NC=1N=C(C2=C(N1)NC=C2)N2OCC[C@H]2C2=CC=CC=C2)=O)C (S)-3,3-dimethyl-5-((4-(3-phenylisoxazolidin-2-yl)-7H-pyrrolo[2,3-d]pyrimidin-2-yl)amino)isobenzofuran-1(3H)-one